Cl.C(C)C1N(C(CC12CCNCC2)=O)C2=NC=CC(=C2)C(F)(F)F 1-ethyl-2-(4-(trifluoromethyl)pyridin-2-yl)-2,8-diazaspiro[4.5]decan-3-one hydrochloride